4,5-difluorobenzene-1,2-diol FC=1C=C(C(=CC1F)O)O